CC1=CNC=C1 3-methylpyrrol